(2R)-4-[2-[[5-[5-[tert-butyl(dimethyl)silyl]oxy-1-tetrahydropyran-2-yl-indazol-3-yl]thiazol-2-yl]methoxy]ethoxy]butan-2-ol [Si](C)(C)(C(C)(C)C)OC=1C=C2C(=NN(C2=CC1)C1OCCCC1)C1=CN=C(S1)COCCOCC[C@@H](C)O